N1(C=NC2=C1C=CC=C2)C=2C=C(OC1=CC=3N(C4=CC=CC=C4C3C(=C1)C(F)(F)F)C1=NC=CC(=C1)C(C)(C)C)C=CC2 2-(3-(1H-benzo[d]imidazol-1-yl)phenoxy)-9-(4-(tert-butyl)pyridin-2-yl)-4-(trifluoromethyl)-9H-carbazole